2-nonadecaenoic acid C(C=CCCCCCCCCCCCCCCCC)(=O)O